3-(4-bromophenyl)quinoxalin-2(1H)-one BrC1=CC=C(C=C1)C=1C(NC2=CC=CC=C2N1)=O